ClN1C=C2C(=C(C1)N1CC=3N(CC1)N=CC3)C(N(N2)[C@@H](C)C2CC2)=O (S)-6-chloro-2-(1-cyclopropylethyl)-4-(6,7-dihydropyrazolo[1,5-a]pyrazin-5(4H)-yl)-1,2-dihydro-3H-pyrazolo[3,4-c]pyridin-3-one